F/C=C(\C1=CC=CC=C1)/C1=CC(=C(C=C1)C(C)C)OC (E)-2-Fluoro-4-isopropyl-3-methoxy-1-phenylvinylbenzene